BrC1=CN=C2N1N=C(C=C2)N2C1COC(C2)CC1 5-(3-Bromoimidazo[1,2-b]pyridazin-6-yl)-2-oxa-5-azabicyclo[2.2.2]octane